(2-((1-cyclopropyl-4-(2,6-dichlorophenyl)-1H-pyrazol-5-yl)methylene)-7-azaspiro[3.5]non-7-yl)-4-fluorobenzo[d]thiazole-6-carboxylic acid C1(CC1)N1N=CC(=C1C=C1CC2(C1)CCN(CC2)C=2SC1=C(N2)C(=CC(=C1)C(=O)O)F)C1=C(C=CC=C1Cl)Cl